4-Azido-D-Phenylalanin N(=[N+]=[N-])C1=CC=C(C[C@@H](N)C(=O)O)C=C1